hydroxy-2''-(2-phenylethyl)dispiro[1,3-dioxolane-2,1'-cyclohexane-4',3''-indole]-1''-carboxylic acid tert-butyl ester C(C)(C)(C)OC(=O)N1C(C2(C3=C(C=CC=C13)O)CCC1(CC2)OCCO1)CCC1=CC=CC=C1